NC1=NN(C2=NC(=CC(=C21)C2=CC=C(C=C2)N)C2CCN(CC2)C(C(C)C)=O)C (4-(3-amino-4-(4-aminophenyl)-1-methyl-1H-pyrazolo[3,4-b]pyridin-6-yl)piperidin-1-yl)-2-methylpropan-1-one